NCC(=O)NCCOC1=CC(=C(C=C1)N1CCN(CC1)CCN1C(SC=2C=3N(C(=NC21)N)N=C(N3)C=3OC=CC3)=O)F 2-amino-N-(2-(4-(4-(2-(5-amino-8-(furan-2-yl)-2-oxothiazolo[5,4-e][1,2,4]triazolo[1,5-c]pyrimidin-3(2H)-yl)ethyl)piperazin-1-yl)-3-fluorophenoxy)ethyl)acetamide